(2R,3R,4R,5S)-1-(3-chloro-2-fluorophenylethyl)-2-methylpiperidine-3,4,5-triol ClC=1C(=C(C=CC1)CCN1[C@@H]([C@H]([C@@H]([C@H](C1)O)O)O)C)F